[3-(1-amino-4-methylphthalazin-6-yl)-4-dimethylphosphorylphenyl]boronic acid formate C(=O)O.NC1=NN=C(C2=CC(=CC=C12)C=1C=C(C=CC1P(=O)(C)C)B(O)O)C